FC1(CCC(CC1)(C1=CC=C(C=C1)OC([2H])([2H])[2H])C(=O)N1[C@H](C[C@H](C1)F)C(=O)NC1=CC=C2C(=N1)C=NN2)F (4R)-1-[(4,4-Difluoro-1-{4-[(2H3)methyloxy]phenyl}cyclohexyl)carbonyl]-4-fluoro-N-1H-pyrazolo[4,3-b]pyridin-5-yl-D-prolinamide